COC(=O)[C@H]1CCCC=2N1C(N(N2)CC2=NC(=C(N=C2C)C)C)=O |r| Methyl-(5RS)-3-oxo-2-[(3,5,6-trimethylpyrazin-2-yl)methyl]-2,3,5,6,7,8-hexahydro[1,2,4]triazolo[4,3-a]pyridine-5-carboxylate